COC(=O)C1=C(N(C=2N=CN=C(C21)N)C2(CC2)C)OC 4-amino-6-methoxy-7-(1-methylcyclopropyl)-7H-pyrrolo[2,3-d]pyrimidine-5-carboxylic acid methyl ester